N1=CC=C(C=C1)[C@@H](C)N (R)-1-(pyridine-4-yl)ethylamine